1-(2,6-dichloropyridin-4-yl)ethan-1-one ClC1=NC(=CC(=C1)C(C)=O)Cl